CN(C)CC1CC2(C1)CCN(CC2)C(=O)[C@H](CC(C)C)N2C([C@@H](N(CC2)C)CC(C)C)=O (S)-1-[(S)-1-({2-[(Dimethyl-amino)methyl]-7-aza-7-spiro[3.5]nonyl}carbonyl)-3-methylbutyl]-3-isobutyl-4-methyl-2-piperazinone